CC=1C=CC2=C3C(C(C(=C2C1)OC(C)=O)=O)=C1C=CC=CC1=C(C3=O)OC(C)=O 2-methyl-5,11-dioxo-6,12-bis(acetyloxy)naphthonaphthalene